1,4,7,10-tetraazacyclododecane-1,4,7-triacetic acid 1,4,7-tris(1,1-dimethylethyl) ester hydrobromide CC(C)(C)OC(=O)CN1CCNCCN(CCN(CC1)CC(=O)OC(C)(C)C)CC(=O)OC(C)(C)C.Br